C(C=C)(=O)N1[C@@H](C[C@H](CC1)N1C=NC=2C(=NC=3C(=C(C(=CC3C21)Cl)C2=C(C(=CC=C2)Cl)Cl)F)N2CC(C2)N(C)C)CC#N ((2S,4S)-1-acryloyl-4-(8-chloro-7-(2,3-dichlorophenyl)-4-(3-(dimethylamino)azetidin-1-yl)-6-fluoro-1H-imidazo[4,5-c]quinolin-1-yl)piperidin-2-yl)acetonitrile